Morpholinylcarboxy-1-(4-(hydroxycarbamoyl)benzyl)-1H-indole N1(CCOCC1)C1=C(N(C2=CC=CC=C12)CC1=CC=C(C=C1)C(NO)=O)C(=O)O